N-(4-amino-1H-pyrazolo[4,3-c]pyridin-7-yl)-N'-methyl-N'-[1-[5-(trifluoromethyl)-2-pyridyl]propyl]oxamide Hydrogen chloride Cl.NC1=NC=C(C2=C1C=NN2)NC(=O)C(=O)N(C(CC)C2=NC=C(C=C2)C(F)(F)F)C